(4-methylbenzyl)boric acid CC1=CC=C(COB(O)O)C=C1